tert-butyl (1-(4-(3-amino-6-(2-hydroxyphenyl)pyridazin-4-yl) phenyl)piperidin-4-yl)carbamate NC=1N=NC(=CC1C1=CC=C(C=C1)N1CCC(CC1)NC(OC(C)(C)C)=O)C1=C(C=CC=C1)O